O1C(CCCC1)OCCN1N=CC(=C1)C1=CC=C(C(=O)O)C=C1 4-[1-[2-(oxan-2-yloxy)ethyl]pyrazol-4-yl]benzoic acid